C(C=C)OC1=CC=C(C(=C1CN1C2=NC=NC=C2N=C1)Cl)Cl 9-(6-(allyloxy)-2,3-dichlorobenzyl)-9H-purine